BrC1=NN(C2=CC=CC=C12)C1CN(CCC1)C(=O)NC1=CC=C(C=C1)N(C)C 3-(3-bromo-1H-indazol-1-yl)-N-(4-(dimethylamino)phenyl)piperidine-1-carboxamide